1-((2R,5S)-4-(6-chloro-7-(3-(cyclobutylamino)-5-methyl-1H-indazol-4-yl)-2-(3-(dimethylamino)azetidin-1-yl)-8-fluoroquinazolin-4-yl)-2,5-dimethylpiperazin-1-yl)prop-2-en-1-one ClC=1C=C2C(=NC(=NC2=C(C1C1=C2C(=NNC2=CC=C1C)NC1CCC1)F)N1CC(C1)N(C)C)N1C[C@H](N(C[C@@H]1C)C(C=C)=O)C